COCCCN 3-methoxy-propyl-amine